C(C)C=1C(C2=C(C=CC=C2C1)C1=CC=CC=C1)N(S(=O)(=O)C1=CC=C(C=C1)CC)C1C(=CC2=CC=CC(=C12)C1=CC=CC=C1)CC N,N-bis(2-ethyl-7-phenyl-1H-indenyl)p-ethylbenzenesulfonamide